ClC=1N=CC2=C(N1)NC=C2C=2SC=CN2 2-{2-chloro-7H-pyrrolo[2,3-d]pyrimidin-5-yl}-1,3-thiazole